C1(CCCCC1)N(C(COC1=CC=C(C=C1)OCC)=O)C=1SC=CN1 N-cyclohexyl-2-(4-ethoxy-phenoxy)-N-thiazol-2-yl-acetamide